Pentachloro-p-terphenyl ClC1=C(C(=C(C(=C1C1=CC=C(C=C1)C1=CC=CC=C1)Cl)Cl)Cl)Cl